COC1=C(C=C(C=C1)C(CC1=CC(=C(C(=C1)OC)OC)OC)=NO)C 1-(4-Methoxy-3-methylphenyl)-2-(3,4,5-trimethoxyphenyl)ethan-1-one oxime